FC(C(C(C(C(=O)O)=C)(F)F)(C(F)(F)F)F)F.FC(C(C(C=C(C(=O)O)C)(F)F)(C(F)(F)F)F)F.FC(C(COC(C(=C)C)=O)(F)F)(C(F)(F)F)F.FC(C(C(F)(F)F)C(C(=O)O)=C)(F)F.C(C(=C)C)(=O)OC(C(F)(F)F)C(F)(F)F hexafluoroisopropyl methacrylate hexafluoroisopropyl-acrylate heptafluorobutyl-methacrylate octafluoroisobutyl-methacrylate octafluoroisobutyl-acrylate